CC1=NN(C(=C1)C)C=1N=C(C2=C(N1)SC=C2)NC2=CC=CC=C2 2-(3,5-dimethyl-1H-pyrazol-1-yl)-N-phenylthieno[2,3-d]pyrimidin-4-amine